{4-[hydroxy-(4-methoxyphenyl)-phenyl-methyl]Phenoxy}hexanoic acid OC(C1=CC=C(OC(C(=O)O)CCCC)C=C1)(C1=CC=CC=C1)C1=CC=C(C=C1)OC